5-(9-((1-(4-amino-5-methoxy-2-(1-methyl-1H-pyrazol-4-yl)phenyl)piperidin-4-yl)methyl)-3,9-diazaspiro[5.5]undecane-3-yl)-2-(2,6-dioxopiperidin-3-yl)isoindoline-1,3-dione NC1=CC(=C(C=C1OC)N1CCC(CC1)CN1CCC2(CCN(CC2)C=2C=C3C(N(C(C3=CC2)=O)C2C(NC(CC2)=O)=O)=O)CC1)C=1C=NN(C1)C